di(phenyl)[(phenyl)(naphthyl)indolocarbazolyl]triazine C1(=CC=CC=C1)C1=C(C(=NN=N1)C1=C2C(=CC(=C1C1=CC=CC3=CC=CC=C13)C1=CC=CC=C1)N=C1C=CC3=C4C=CC=CC4=NC3=C12)C1=CC=CC=C1